trans-4-((3-(1-Cyclopropyl-1H-pyrazol-4-yl)phenyl)((trans-4-(4-methoxy-3-methyl-phenyl)cyclohexyl)-methyl)carbamoyl)-cyclohexyl 3-((tert-butoxycarbonyl)-amino)azetidine-1-carboxylate C(C)(C)(C)OC(=O)NC1CN(C1)C(=O)O[C@@H]1CC[C@H](CC1)C(N(C[C@@H]1CC[C@H](CC1)C1=CC(=C(C=C1)OC)C)C1=CC(=CC=C1)C=1C=NN(C1)C1CC1)=O